1-Benzyl-2-methyl-4-(4-methyl-4H-1,2,4-triazol-3-yl)piperidine C(C1=CC=CC=C1)N1C(CC(CC1)C1=NN=CN1C)C